NC1=NC=CC(=C1Cl)SC=1C=2N(C(=NC1)N1CCC3(CC1)CC=1C(=NC=CC1)[C@H]3N)C=CN2 (S)-1'-(8-((2-amino-3-chloropyridin-4-yl)thio)imidazo[1,2-c]pyrimidin-5-yl)-5,7-dihydrospiro[cyclopenta[b]pyridin-6,4'-piperidin]-7-amine